tert-butyl 3-(chlorocarbonyl(methyl)amino)piperidine-1-carboxylate ClC(=O)N(C1CN(CCC1)C(=O)OC(C)(C)C)C